C(CCCCCCCCCCCCCCCCC)C=CNC(=O)OCC N-octadecylvinylurethane